((3R,5R)-4-(4-ethoxy-2-fluorobenzoyl)-3,5-dimethylpiperazin-1-yl)(2-fluoro-4-methoxyphenyl)methanone C(C)OC1=CC(=C(C(=O)N2[C@@H](CN(C[C@H]2C)C(=O)C2=C(C=C(C=C2)OC)F)C)C=C1)F